m-methoxymercaptobenzene COSC=1C=CC=CC1